C1(CC1)C=1C=C(C=2N(C1)C=C(N2)CNC(OC(C)(C)C)=O)CCO tert-butyl ((6-cyclopropyl-8-(2-hydroxyethyl)imidazo[1,2-a]pyridin-2-yl)methyl)-carbamate